6-Ethyl-2,4-dimethyl-8-(m-tolylthio)pyrimido[4,5-c]Isochinolin-1,3,7,10(2H,4H)-Tetraon C(C)C1=NC2=C(C=3C(C=C(C(C13)=O)SC=1C=C(C=CC1)C)=O)C(N(C(N2C)=O)C)=O